ClC1=CC(=C(C=C1)N(S(=O)(=O)C=1C=CC2=C(C(=C(O2)C(=O)[O-])C)C1)CC)CN(C(=O)C1CCCCC1)CC=1OC=CC1 5-(N-(4-chloro-2-((N-(furan-2-ylmethyl)cyclohexanecarboxamido)methyl)phenyl)-N-ethylsulfamoyl)-3-Methylbenzofuran-2-carboxylate